6-fluoro-5-(5-iodo-3,4-dihydro-2H-quinolin-1-yl)-1-methyl-[1,2,4]triazolo[4,3-a]quinazoline FC1=C2C(=NC=3N(C2=CC=C1)C(=NN3)C)N3CCCC1=C(C=CC=C31)I